Cl.COC([C@H](C(C)(C)C)N)=O.BrC1=NC=CC(=C1)C(C)(C)C 2-bromo-4-(tert-butyl)pyridine methyl-(S)-2-amino-3,3-dimethylbutanoate hydrochloride